2-acetamido-beta-D-glucose C(C)(=O)N[C@@]1([C@H](O)O[C@@H]([C@H]([C@@H]1O)O)CO)O